F[C@@]12[C@@H](CNCC1)CN(C2=O)CC2CC(C2)C(=O)O 3-(((3aS,7aR)-7a-fluoro-1-oxo-octahydro-2H-pyrrolo[3,4-c]pyridin-2-yl)methyl)cyclobutane-1-carboxylic acid